C(C)C1=CC=C(C=C1)C1C(=CC1)Br 3-(4-ethyl-phenyl)-2-bromocyclobutene